ClC1=NC(=NC(=C1C)C1=C(C=CC=C1C)C=C1CCCCC1)NS(=O)(=O)C=1C=C(C(=O)OC)C=CC1 Methyl 3-[[4-chloro-6-[2-(cyclohexylidenemethyl)-6-methyl-phenyl]-5-methyl-pyrimidin-2-yl]sulfamoyl]benzoate